2-phenylisothiazolo[4,5-c]pyridin-3(2H)-one C1(=CC=CC=C1)N1SC2=C(C=NC=C2)C1=O